C(CCCCCCCCCCCCCCC)(=O)C([C@@H]([C@@H]1C(=C(C(=O)O1)O)O)O)O 6-palmitoyl-L-ascorbic acid